2-(2,6-dioxopiperidin-3-yl)-5-fluoro-6-(8-((4'-fluoro-5,5-dimethyl-3,4,5,6-tetrahydro-[1,1'-biphenyl]-2-yl)methyl)-3,8-diazabicyclo[3.2.1]oct-3-yl)isoindoline-1,3-dione O=C1NC(CCC1N1C(C2=CC(=C(C=C2C1=O)F)N1CC2CCC(C1)N2CC2=C(CC(CC2)(C)C)C2=CC=C(C=C2)F)=O)=O